methyl 7-bromo-3-(2-{[(3S)-1-(tert-butoxycarbonyl) azepan-3-yl] amino}-5-(trifluoromethyl) pyrimidin-4-yl)-1H-indole-6-carboxylate BrC=1C(=CC=C2C(=CNC12)C1=NC(=NC=C1C(F)(F)F)N[C@@H]1CN(CCCC1)C(=O)OC(C)(C)C)C(=O)OC